C(CCCCCC)C(SC=1SC(=NN1)S)(C1=CC=CC=C1)O 2-(heptylhydroxyphenylmethylthio)-5-mercapto-[1,3,4]-thiadiazole